C1(=CC=CC=C1)N1N=NN(C1=S)CN1CCCCC1 1-Phenyl-4-(piperidinomethyl)-tetrazole-5(4H)-thion